C1(CC1)C1=CC(=CC(=N1)C=1OC2=C(N1)C=C(C=C2F)CN)C2=C(C=C(C=C2)F)C2=NN=CN2C 1-(2-{6-cyclopropyl-4-[4-fluoro-2-(4-methyl-1,2,4-triazol-3-yl)phenyl]pyridin-2-yl}-7-fluoro-1,3-benzoxazol-5-yl)methanamine